N-carbonyl-D-alanine anhydride C(=O)=N[C@H](C)C(=O)OC([C@H](N=C=O)C)=O